(6R)-6-{[2-(3-fluorophenyl)-10-(trifluoromethyl)[1,2,4]triazolo[1,5-c]quinazolin-5-yl]amino}-1,4-diazepan-5-one FC=1C=C(C=CC1)C1=NN2C(=NC=3C=CC=C(C3C2=N1)C(F)(F)F)N[C@H]1C(NCCNC1)=O